OCC12CCC(CC1)(CC2)O 4-(hydroxymethyl)bicyclo(2.2.2)octan-1-ol